CN(CCCNS(=O)(=O)C1=CC=C(C=C1)[C@H]1[C@@H](C1)C(=O)NC=1C=C2C=CN=CC2=CC1)C |o1:15,16| (rel)-(1R,2R)-2-(4-(N-(3-(dimethylamino)propyl)sulfamoyl)phenyl)-N-(isoquinolin-6-yl)cyclopropane-1-carboxamide